C(CCC)[SnH](CCCC)CCCC tributyl-stannane